C(C1=CC=CC=C1)OC(=O)N1CCN(C2=CC=CC(=C12)C)C1=CC2=C(N=C(N=C2)SC)N(C1=O)C1=CC=C(C=C1)N(C)CCOC 4-[8-[4-[2-methoxyethyl-(methyl)amino]phenyl]-2-methylsulfanyl-7-oxo-pyrido[2,3-d]pyrimidin-6-yl]-8-methyl-2,3-dihydroquinoxaline-1-carboxylic acid benzyl ester